N-(4-(1-isopropyl-4-(trifluoromethyl)-1H-imidazol-2-yl)benzyl)-3,3-dimethoxycyclobutan-1-amine C(C)(C)N1C(=NC(=C1)C(F)(F)F)C1=CC=C(CNC2CC(C2)(OC)OC)C=C1